OC[C@@H]1CN(CCO1)C=1OC2=C(C=C(C=C2C(C1)=O)C(=O)O)C=C 2-[(2S)-2-(hydroxymethyl)morpholin-4-yl]-4-oxo-8-vinyl-chromene-6-carboxylic acid